tert-Butyl (4-(4-methoxycarbonyl-2-nitrobenzamido)phenethyl)(methyl)carbamate COC(=O)C1=CC(=C(C(=O)NC2=CC=C(CCN(C(OC(C)(C)C)=O)C)C=C2)C=C1)[N+](=O)[O-]